[Na].COC1=CC(=CC=C1O)\C=C\C(=O)CC(=O)\C=C\C1=CC=C(O)C(OC)=C1 curcumin sodium salt